7-isopropyl-3-methylthieno[3,2-c]pyridine 5-oxide C(C)(C)C=1C2=C(C=[N+](C1)[O-])C(=CS2)C